COC(=O)C1(CC1)C1=CC=C(C=C1)Cl 1-(4-chlorophenyl)cyclopropanecarboxylic acid methyl ester